BrCC1=CC=C(C=C1)C1C(NC(CC1)=O)=O 3-[4-(bromomethyl)phenyl]piperidine-2,6-dione